CC(C#N)(C)C1=C2C(=NC(=C1)N1[C@H](COCC1)C)C(=NS2)C2=CC=NN2C2OCCCC2 2-methyl-2-{5-[(3S)-3-methylmorpholin-4-yl]-3-[1-(oxan-2-yl)-1H-pyrazol-5-yl]-[1,2]thiazolo[4,5-b]pyridin-7-yl}propanenitrile